((benzyl((6-hydroxy-3'-methyl-4-pentyl-[1,1'-biphenyl]-2-yl)oxy)phosphoryl)oxy)methyl acetate C(C)(=O)OCOP(=O)(OC1=C(C(=CC(=C1)CCCCC)O)C1=CC(=CC=C1)C)CC1=CC=CC=C1